2-((prop-2-yn-1-yloxy)methyl)oxane C(C#C)OCC1OCCCC1